C1(=CC=C(C=C1)N1N=CC2=C1N=CN(C2=O)CC2(CCN(CC2)C(=O)C2=CN=C(O2)N2CCOCC2)O)C2=CC=CC=C2 1-(Biphenyl-4-yl)-5-((4-hydroxy-1-(2-morpholinooxazole-5-carbonyl)piperidin-4-yl)methyl)-1H-pyrazolo[3,4-d]pyrimidin-4(5H)-one